(1R,3aS,3bS,7S,9aR,9bS,11aR)-1-[(2R)-1-formylpropan-2-yl]-9a,11a-dimethyl-2,3,3a,3b,4,6,7,8,9,9a,9b,10,11,11a-tetradecahydro-1H-cyclopenta[1,2-i]phenanthrene-7-yl acetate C(C)(=O)O[C@@H]1CC2=CC[C@H]3[C@H]4[C@](CC[C@@H]3[C@]2(CC1)C)([C@H](CC4)[C@@H](CC=O)C)C